OC1CC(C1)(C)N(C([O-])=O)C=1N=CC2=C(C(=C(C=C2C1)C1=C(C2=C(OCCN2)N=C1)C)F)N 3-Hydroxy-1-methylcyclobutyl(8-amino-7-fluoro-6-(8-methyl-2,3-dihydro-1H-pyrido[2,3-b][1,4]oxazin-7-yl)isoquinolin-3-yl)carbamate